NCCC (2R)-1-aminopropane